2-((2-((4-(4-(4-(2,4-dioxotetrahydropyrimidin-1(2H)-yl)-2-fluorobenzyl)piperazin-1-yl)-2-methoxyphenyl)amino)-5-(trifluoromethyl)pyridin-4-yl)amino)-N-methylbenzamide O=C1N(CCC(N1)=O)C1=CC(=C(CN2CCN(CC2)C2=CC(=C(C=C2)NC2=NC=C(C(=C2)NC2=C(C(=O)NC)C=CC=C2)C(F)(F)F)OC)C=C1)F